(2S,4S)-4-((tert-butyldimethylsilyl)oxy)-1-(3-cyano-6-methyl-4-(trifluoromethyl)pyridin-2-yl)-N-(4-fluorophenyl)pyrrolidine-2-carboxamide [Si](C)(C)(C(C)(C)C)O[C@H]1C[C@H](N(C1)C1=NC(=CC(=C1C#N)C(F)(F)F)C)C(=O)NC1=CC=C(C=C1)F